Cl.NC1=NC=CC(=C1F)CC=1C(=C(C(=C(C(=O)O)C1)NC1=C(C=C(C=C1)C=C)F)F)F 5-((2-amino-3-fluoropyridin-4-yl)methyl)-3,4-difluoro-2-((2-fluoro-4-vinylphenyl)amino)benzoic acid hydrochloride